(Z)-7a-(((tert-butyldiphenylsilyl)oxy)methyl)-2-(fluoromethylene)hexahydro-1H-pyrrolizine [Si](C1=CC=CC=C1)(C1=CC=CC=C1)(C(C)(C)C)OCC12CCCN2C\C(\C1)=C/F